FC1=C(C=CC=C1)C1=CC=C(C=C1)[C@H](C)NC(=O)C1NCC(C1)O N-[(1S)-1-[4-(2-fluorophenyl)phenyl]ethyl]-4-hydroxypyrrolidine-2-carboxamide